C1(CC1)N(C(=O)[C@H]1CN(CCC1)C=1C=C(OC(C(=O)N2CCN(CC2)C(=O)OC(C)(C)C)(C)C)C=CC1)CC1=CC=C(C=C1)C=1C(=NNC1C)C tert-butyl (R)-4-(2-(3-(3-(cyclopropyl(4-(3,5-dimethyl-1H-pyrazol-4-yl)benzyl) carbamoyl)piperidin-1-yl)phenoxy)-2-methylpropanoyl)piperazine-1-carboxylate